bis-(1-isocyanato-1-methylethyl)naphthalene N(=C=O)C(C)(C)C1=C(C2=CC=CC=C2C=C1)C(C)(N=C=O)C